N-(1-((1S,3R)-3-((5-Cyanopyrimidin-2-yl)amino)cyclohexyl)-1H-benzo[d]imidazol-4-yl)acrylamide C(#N)C=1C=NC(=NC1)N[C@H]1C[C@H](CCC1)N1C=NC2=C1C=CC=C2NC(C=C)=O